6'-(4-Cyanophenyl)-2'-oxo-1',4'-dihydro-2'H-spiro[pyrrolidine-3,3'-quinoline]-1-carbonitrile C(#N)C1=CC=C(C=C1)C=1C=C2CC3(C(NC2=CC1)=O)CN(CC3)C#N